FC(CCCCC)(F)OC1=NSN=C1C=1CN(CCC1)C(F)F 3-((1,1-difluorohexyl)oxy)-4-(1-(difluoromethyl)-1,2,5,6-tetrahydropyridin-3-yl)-1,2,5-thiadiazole